BrCC1=NC=C(C=C1)[N+](=O)[O-] 2-(bromomethyl)-5-nitropyridine